(2S,2'S)-1,1'-((3S,3'S,5R,5'R)-((6,6'-difluoro-1H,1'H-[2,2'-biindole]-3,3'-diyl)bis(methylene))bis(3-fluoropyrrolidine-5,1-diyl))bis(2-amino-2-cyclohexylethane-1-one) FC1=CC=C2C(=C(NC2=C1)C=1NC2=CC(=CC=C2C1C[C@@H]1C[C@@H](CN1C([C@@H](N)C1CCCCC1)=O)F)F)C[C@@H]1C[C@@H](CN1C([C@H](C1CCCCC1)N)=O)F